(4aR,8aS)-6-(3-(2',4'-Difluoro-[1,1'-biphenyl]-4-yl)azetidin-1-carbonyl)hexahydro-2H-pyrido[4,3-b][1,4]oxazin-3(4H)-on FC1=C(C=CC(=C1)F)C1=CC=C(C=C1)C1CN(C1)C(=O)N1C[C@@H]2[C@@H](OCC(N2)=O)CC1